C(C)OC(COCC#CC#CCOCCO)=O 2-((6-(2-Hydroxyethoxy)hex-2,4-diyn-1-yl)oxy)acetic acid ethyl ester